((5-(2,6-dioxopiperidin-3-yl)-4-oxo-5,6-dihydro-4H-thieno[3,4-c]pyrrol-1-yl)-methyl)dodecanamide O=C1NC(CCC1N1CC=2C(C1=O)=CSC2CC(C(=O)N)CCCCCCCCCC)=O